(3-aminopropyl)ethyl-diethoxysilane tert-butyl-2-((2,6-dimethylenetetrahydro-1H-pyrrolizin-7a(5H)-yl)methoxy)-4-methoxy-5,8-dihydropyrido[3,4-d]pyrimidine-7(6H)-carboxylate C(C)(C)(C)OC(=O)N1CC=2N=C(N=C(C2CC1)OC)OCC12CC(CN2CC(C1)=C)=C.NCCC[Si](OCC)(OCC)CC